F[C@@H]1C[C@H](NC1)C(=O)O (2S,4R)-4-fluoropyrrolidin-2-formic acid